NC1=CC(=C(C(=N1)C1=C(C=2N=C(N=C(C2C=N1)N(C)CC1CNC1)OC[C@]12CCCN2C[C@@H](C1)F)F)C(F)(F)F)C 7-(6-amino-4-methyl-3-(trifluoromethyl)pyridin-2-yl)-N-(azetidin-3-ylmethyl)-8-fluoro-2-(((2R,7aS)-2-fluorohexahydro-1H-pyrrolizin-7a-yl)methoxy)-N-methylpyrido[4,3-d]pyrimidin-4-amine